N=1C=CN2C1NC1=C2C=CC=C1 4H-imidazo[1,2-a]benzimidazole